17-iodo-4,6,8,10,12,14-hexamethylheptadecyl ethoxymethyl ether C(C)OCOCCCC(CC(CC(CC(CC(CC(CCCI)C)C)C)C)C)C